C1COCCC12CCN(CC2)CCCNC2=C1C(=NC(=C2)C2=CC(=C(C(=O)N(CC)CC)C=C2)Cl)C=CS1 4-(7-((3-(3-oxa-9-azaspiro[5.5]undecan-9-yl)propyl)amino)thieno[3,2-b]pyridin-5-yl)-2-chloro-N,N-diethylbenzamide